(2-chloro-4-methyl-3-pyridyl)boronic acid ClC1=NC=CC(=C1B(O)O)C